N-{(2S)-4-[2-(4-chloro-3-fluorophenoxy)acetamido]-2-hydroxybicyclo[2.2.2]oct-1-yl}-6-fluoro-3,4-dihydro-2H-1-benzopyran-2-carboxamide ClC1=C(C=C(OCC(=O)NC23C[C@@H](C(CC2)(CC3)NC(=O)C3OC2=C(CC3)C=C(C=C2)F)O)C=C1)F